CCN(CC)CCNC(=O)C1=CC(=C(C=C1OC)N)Cl 4-amino-5-chloro-N-(2-(diethylamino)ethyl)-2-methoxybenzamide